F[C@@H]1CN(CC1)C1=C(N)C=CC=C1 (S)-2-(3-fluoropyrrolidin-1-yl)aniline